5-isopropyl-N2-(1-methylpiperidin-4-yl)pyrido[2,3-d]pyrimidine-2,4-diamine C(C)(C)C1=CC=NC=2N=C(N=C(C21)N)NC2CCN(CC2)C